CNC1CC(C1)N1C(=CN2C1SC1=C2C=CC=C1)C=1C=C(C=CC1)C N-((1s,3s)-3-(methylamino)cyclobutyl)-2-(m-tolyl)benzo[d]imidazo[2,1-b]thiazole